FC1=C(C=C(C(=C1)F)F)OB(O)O 2,4,5-trifluorophenylboric acid